C(CCC)[C@]12N(C[C@H](C[C@H]1O)C2)C(=O)O[C@@H]2C[C@H](NC2)C(=O)O.C[SiH2]O Methylsilanol-Hydroxyproline butyl-(1R,4S,6R)-6-hydroxy-2-azabicyclo[2.2.1]heptane-2-carboxylate